CC(C)(C=CC(C)(OOOCC)C)OOOCC 2,5-dimethyl-2,5-di(2-ethyl-hydroxyperoxy)hexaneN